2-[7-[(3-cyano-1-tetrahydropyran-2-yl-indazol-5-yl)-methyl-amino]-1-oxo-isoindolin-2-yl]acetic acid ethyl ester C(C)OC(CN1C(C2=C(C=CC=C2C1)N(C)C=1C=C2C(=NN(C2=CC1)C1OCCCC1)C#N)=O)=O